ICC1COCC(O1)C1(CN(CCC1)C(=O)OCC1=CC=CC=C1)C(=O)OC 1-benzyl 3-methyl 3-(6-(iodomethyl)-1,4-dioxan-2-yl)piperidine-1,3-dicarboxylate